BrC1=NC=C(C(=C1)O)C#C[Si](C)(C)C 2-bromo-5-((trimethylsilyl)ethynyl)pyridin-4-ol